6-amino-6,7-dihydro-5H-cyclopenta[c]pyridine-1-carbonitrile NC1CC2=C(C(=NC=C2)C#N)C1